BrC=1C(=C(C#N)C=C(C1)F)F 3-bromo-2,5-difluorobenzonitrile